ClC1=CC(=C(C=C1)NC=1C=C(CNC(=O)C2=C3NC(=NC3=NC=N2)C2CCCC2)C=C(C1)F)F N-(3-((4-chloro-2-fluorophenyl)amino)-5-fluorobenzyl)-8-cyclopentyl-7H-purine-6-carboxamide